2-methyl-6-geranylgeranylgeranylbenzoquinone C/C(/CC1=C(C(C=CC1=O)=O)C\C=C(/C)\CCC=C(C)C)=C(/C)\CCC(=C(C)C)C\C=C(/C)\CCC=C(C)C